4-((methylsulfonyl)methyl)pyridine CS(=O)(=O)CC1=CC=NC=C1